Cl.N[C@@H](CC(C)C)C(=O)N[C@@H](CCC(NC)=O)C(=O)OCC ethyl N2-(L-leucyl)-N5-methyl-L-glutaminate hydrochloride